C(CCCSSCCCC(=O)OCCS)(=O)OCCS bis(2-mercaptoethyl) 4,4'-dithiodibutyrate